1-bromo-4-chloro-2-(4-chlorophenoxy)benzene t-Butyl-(3S)-3-[4-[3-cyano-4-[(3-fluoro-6-methyl-2-pyridyl)sulfanyl]pyrazolo[1,5-a]pyridin-6-yl]pyrazol-1-yl]piperidine-1-carboxylate C(C)(C)(C)OC(=O)N1C[C@H](CCC1)N1N=CC(=C1)C=1C=C(C=2N(C1)N=CC2C#N)SC2=NC(=CC=C2F)C.BrC2=C(C=C(C=C2)Cl)OC2=CC=C(C=C2)Cl